ClC=1C(=C(C=CC1)N(C=1C=C(C(=NC1)[N+](=O)[O-])N1CCN(CC1)C(=O)OC(C)(C)C)C)C(=O)OC tert-butyl 4-(5-((3-chloro-2-(methoxycarbonyl)phenyl)(methyl)amino)-2-nitropyridin-3-yl)piperazine-1-carboxylate